NCCC(=O)NC1=CC(=CC=C1)S(N[C@@H](CC1=CC(=CC=C1)C(N)=NO)C=1SC2=C(N1)C=CC=C2)(=O)=O |r| 3-amino-N-[3-[[rac-(1S)-1-(1,3-benzothiazol-2-yl)-2-[3-(N'-hydroxycarbamimidoyl)phenyl]ethyl]sulfamoyl]phenyl]propanamide